OC[C@@H]1[C@@H]([C@@H]([C@H]([C@@H](O1)O)O)O)O (2R,3R,4S,5R,6R)-6-(hydroxymethyl)tetrahydro-2H-pyran-2,3,4,5-tetraol